O[C@@H](CN[C@H]1COC2(C1)CCN(CC2)C(=O)OCC2=CC=CC=C2)COC2=CC(=CC=C2)S(=O)(=O)C (R)-benzyl 3-(((S)-2-hydroxy-3-(3-(methylsulfonyl) phenoxy) propyl) amino)-1-oxa-8-azaspiro[4.5]decane-8-carboxylate